1-(3-(4-(2-((tert-butyldimethylsilyl)oxy)ethyl)piperazin-1-yl)phenyl)-7-chloroquinazoline [Si](C)(C)(C(C)(C)C)OCCN1CCN(CC1)C=1C=C(C=CC1)N1CN=CC2=CC=C(C=C12)Cl